(R)-1-(2-fluoro-4-(methylsulfinyl)phenyl)piperazine FC1=C(C=CC(=C1)[S@](=O)C)N1CCNCC1